BrC=1C=C(C=CC1)C1=CN=CN1 5-(3-bromophenyl)-1H-imidazole